COC1=C(C(=C(C(=C1O)CCC)O)C1=C(C=CC=C1)C)OC dimethoxytolyl-propyl-resorcinol